4-(N-(3-(3-fluoro-5-hydroxyphenyl)-1-methyl-1H-indol-5-yl)sulfamoyl)-N-hydroxyl-benzamide FC=1C=C(C=C(C1)O)C1=CN(C2=CC=C(C=C12)NS(=O)(=O)C1=CC=C(C(=O)NO)C=C1)C